1-((S)-7-(4-fluorobenzyl)-2-methyl-6-(morpholine-4-carbonyl)-2,3-dihydro-1H-pyrido[2,3-b][1,4]oxazin-1-yl)ethan-1-one FC1=CC=C(CC2=CC3=C(OC[C@@H](N3C(C)=O)C)N=C2C(=O)N2CCOCC2)C=C1